indole-5-boronic acid N1C=CC2=CC(=CC=C12)B(O)O